4'-chloro-10'-(4-(2-hydroxyethyl)piperidin-1-yl)-5'H-spiro[cyclohexane-1,7'-indolo[1,2-a]quinazolin]-5'-one ClC=1C=2C(N=C3N(C2C=CC1)C1=CC(=CC=C1C31CCCCC1)N1CCC(CC1)CCO)=O